ClC=1C=C2C=NC(=NC2=CC1N1CCC(CC1)(O)C)NC=1C=NN(C1Cl)C1CC1 1-{6-chloro-2-[(5-chloro-1-cyclopropyl-1H-pyrazol-4-yl)amino]quinazolin-7-yl}-4-methylpiperidin-4-ol